C(CCC)S(OCCCC)=S n-butyl butanethiosulfinate